tert-butyl N-[5-[[2-[(2S,5R)-2,5-dimethyl-1-piperidyl]-2-oxo-acetyl] amino]-3-methyl-2-pyridyl]carbamate C[C@@H]1N(C[C@@H](CC1)C)C(C(=O)NC=1C=C(C(=NC1)NC(OC(C)(C)C)=O)C)=O